ClC(F)(Cl)Cl.[F] fluorine trichlorofluoromethane